1-fluorooctahydropentalene-1-carboxylic acid FC1(CCC2CCCC12)C(=O)O